CN(C1CCN(CC1)C=1C=CC(=NC1)NC1=NC=C(C(=N1)C1=CC2=C(N=C3COCC(N32)C)C(=C1)F)F)C N-(5-(4-(dimethylamino)piperidin-1-yl)pyridin-2-yl)-5-fluoro-4-(9-fluoro-4-methyl-3,4-dihydro-1H-benzo[4,5]imidazo[2,1-c][1,4]oxazin-7-yl)pyrimidin-2-amine